N1=CC=CC=2C(C=CC(C12)=O)=O quinoline-5,8-dione